N1(CCC1)CC1(CC1)NC(=O)C1(CC1)CC1=C(C=CC=C1)F N-(1-(azetidin-1-ylmethyl)cyclopropyl)-1-(2-fluorobenzyl)cyclopropane-1-carboxamide